7-methoxy-1-methyl-1H-benzo[d]imidazole-5-carboxamide COC1=CC(=CC2=C1N(C=N2)C)C(=O)N